N1(CCN(CC1)CC(=O)N(CC=1SC=CC1)CC=1SC=CC1)CC(=O)N(CC=1SC=CC1)CC=1SC=CC1 2,2'-(piperazine-1,4-diyl)bis(N,N-bis(thiophen-2-ylmethyl)acetamide)